OC[C@H](CB(OC(C)CC(C)(C)O)O)C=1C=NC=C(C1)C1=CC(=C(C=C1)OC)OCCC 4-hydroxy-4-methylpentan-2-yl hydrogen ((R)-3-hydroxy-2-(5-(4-methoxy-3-propoxyphenyl)pyridin-3-yl)propyl)boronate